2-methylpyrazine-d6 [2H]C1=CN(C(C(N1[2H])([2H])[2H])([2H])C)[2H]